C(#N)C(C)(C)C=1C=C(C(=O)N[C@@H](C)C=2N(N=CN2)C2=NC=C(C=C2)C#N)C=C(C1)OC(F)(F)F 3-(1-cyano-1-methyl-ethyl)-N-[(1S)-1-[2-(5-cyano-2-pyridinyl)-1,2,4-triazol-3-yl]ethyl]-5-(trifluoromethoxy)benzamide